C(CCCCCC(=O)OCCC(CCCCCC)CCCC)(=O)OCC(COC(CCC(OCCCC\C=C/CC)OCCCC\C=C/CC)=O)COC(=O)OCC1CN(CCC1)CC 1-(3-((4,4-bis(((Z)-oct-5-en-1-yl)oxy)butanoyl)oxy)-2-(((((1-ethylpiperidin-3-yl)methoxy)carbonyl)oxy)methyl)propyl) 7-(3-butylnonyl) heptanedioate